tert-butyl-3-((2'-amino-3-(N,N-bis(4-methoxybenzyl)sulfamoyl)-3'-((2-hydroxyethyl)amino)-2-(2-(4-methoxybenzyl)-2H-tetrazol-5-yl)-[1,1'-biphenyl]-4-yl)sulfonyl)azetidine-1-carboxylate C(C)(C)(C)OC(=O)N1CC(C1)S(=O)(=O)C1=C(C(=C(C=C1)C1=C(C(=CC=C1)NCCO)N)C=1N=NN(N1)CC1=CC=C(C=C1)OC)S(N(CC1=CC=C(C=C1)OC)CC1=CC=C(C=C1)OC)(=O)=O